OC1=C(C(=CC(=C1)CC=C)OC1=CC=C(C=C1)CC=C)[O-] 2-hydroxy-4-(prop-2-enyl)-6-[4-(prop-2-enyl)phenoxy]phenolate